2-Chloro-1-(2-hydroxyethyl)-4-methyl-5-(2-(trifluoromethyl)phenyl)-1H-pyrrole-3-carboxylic acid ethyl ester C(C)OC(=O)C1=C(N(C(=C1C)C1=C(C=CC=C1)C(F)(F)F)CCO)Cl